(E)-2-(tert-butyl)-N-(4-(methylsulfonyl)-1-phenoxybut-3-en-2-yl)-4-phenoxypyrimidine-5-carboxamide C(C)(C)(C)C1=NC=C(C(=N1)OC1=CC=CC=C1)C(=O)NC(COC1=CC=CC=C1)\C=C\S(=O)(=O)C